4-(dimethoxymethyl)-pyridine COC(C1=CC=NC=C1)OC